ClC=1C=C(C(=O)NCC2=C(C=CC3=C2N(C(=N3)C)C)OC)C=CC1C(F)F 3-chloro-4-(difluoromethyl)-N-((6-methoxy-1,2-dimethyl-1H-benzimidazol-7-yl)methyl)benzamide